3-methoxy-2-methyl-2-((Methyl 5-nitro-1-(phenylsulfonyl)-1H-pyrrolo[2,3-b]pyridin-4-yl)amino)propanoate COCC(C(=O)[O-])(NC1=C2C(=NC=C1[N+](=O)[O-])N(C(=C2)C)S(=O)(=O)C2=CC=CC=C2)C